2-(5-chloro-1-methyl-1H-indol-3-yl)ethanamine ClC=1C=C2C(=CN(C2=CC1)C)CCN